2-{2-[3-({[(3S)-1-(6-methylpyridin-3-yl)piperidin-3-yl][(2-methylpyridin-4-yl)methyl]amino}methyl)-4-oxo-1,4-dihydroquinolin-1-yl]ethyl}-2,3-dihydro-1H-isoindole-1,3-d CC1=CC=C(C=N1)N1C[C@H](CCC1)N(CC1=CC(=NC=C1)C)CC1=CN(C2=CC=CC=C2C1=O)CCN1C(C2=CC=CC=C2C1[2H])[2H]